(2R,4aR,11R)-3-Acryloyl-11-(2-amino-5,7-difluorobenzo[d]thiazol-4-yl)-12-chloro-10-fluoro-2-methyl-2,3,4,4a,6,7-hexahydro-8-oxa-3,5a,9,13c-tetraazanaphtho[3,2,1-de]anthracene C(C=C)(=O)N1C[C@H]2CN3CCOC=4N=C5C(=C(C(=CC5=C(C34)N2C[C@H]1C)Cl)C1=C(C=C(C2=C1N=C(S2)N)F)F)F